F[C@H]1CN(CC[C@H]1NC1=CC=CC=2N1N=C(C2SC(F)(F)F)C#CCNC2=C(C=C(C(=O)OC(C)(C)C)C=C2)OC)C tert-butyl 4-((3-(7-(((3S,4R)-3-fluoro-1-methylpiperidin-4-yl)amino)-3-((trifluoromethyl)thio)pyrazolo[1,5-a]pyridin-2-yl)prop-2-yn-1-yl)amino)-3-methoxybenzoate